N[C@@]1(CN(CC1)C1=C(C=NC=C1C=1NC=2C(=NC=CC2C)N1)C=1C=C(C(=O)N)C=C(C1)F)C 3-{4-[(3S)-3-amino-3-methylpyrrolidin-1-yl]-5-{7-methyl-1H-imidazo[4,5-b]pyridin-2-yl}pyridin-3-yl}-5-fluorobenzamide